hydroxy-2-methylbenzophenone OC=1C(=C(C(=O)C2=CC=CC=C2)C=CC1)C